(2R,3S)-N-((3S)-1-(2H3)Methyl-2-oxo-5-phenyl-2,3-dihydro-1H-1,4-benzodiazepin-3-yl)-2,3-bis(3,3,3-trifluoropropyl)succinamide C(N1C([C@H](N=C(C2=C1C=CC=C2)C2=CC=CC=C2)NC([C@@H]([C@@H](C(=O)N)CCC(F)(F)F)CCC(F)(F)F)=O)=O)([2H])([2H])[2H]